dichlorosilylphosphine Cl[SiH](Cl)P